6-chloro-7-deazapurine ClC1=C2CC=NC2=NC=N1